benzyl (R)-3-(4-chlorophenyl)-3-[(2-methylpropan-2-yl)oxycarbonylamino]propanoate ClC1=CC=C(C=C1)[C@@H](CC(=O)OCC1=CC=CC=C1)NC(=O)OC(C)(C)C